(E)-methyl-2-methoxy-5-(3-oxo-3-(2-oxo-2,5-dihydro-1H-pyrrol-1-yl)prop-1-en-1-yl)benzoate COC(C1=C(C=CC(=C1)\C=C\C(N1C(C=CC1)=O)=O)OC)=O